2,6-dichloro-4-nitrobenzenediazonium p-toluenesulfonate CC1=CC=C(C=C1)S(=O)(=O)[O-].ClC1=C(C(=CC(=C1)[N+](=O)[O-])Cl)[N+]#N